N-(3-chloro-5-(methylsulfonyl)phenyl)-5-methyl-4-(pyridin-2-yl)thiophene-2-carboxamide ClC=1C=C(C=C(C1)S(=O)(=O)C)NC(=O)C=1SC(=C(C1)C1=NC=CC=C1)C